C(C1=CC=CC=C1)OC(=O)NC(COCCC(=O)OC(C)(C)C)COCCC(=O)OC(C)(C)C di-tert-butyl 3,3'-((2-(((benzyloxy)carbonyl)amino)propane-1,3-diyl)bis(oxy))dipropionate